OC(C)(C)C=1N=CC(=NC1)N1C(O[C@]2(C1)C[C@@](CCC2)(C)CN2C=NC1=C2C=C(C=C1)C#N)=O 1-(((5S,7S)-3-(5-(2-hydroxypropan-2-yl)pyrazin-2-yl)-7-methyl-2-oxo-1-oxa-3-azaspiro[4.5]decane-7-yl)methyl)-1H-benzo[d]imidazole-6-carbonitrile